C(C)N1CCCC2=CC(=C(C=C12)C(F)F)C=1C=NN(C1)C ethyl-7-(difluoromethyl)-6-(1-methyl-1H-pyrazol-4-yl)-1,2,3,4-tetrahydroquinoline